(E)-N-(5-(3-(1-((5-cyclopropyl-1H-pyrazol-3-yl)amino)-1-oxopropan-2-yl)phenyl)pyridin-2-yl)-4-((S)-2-(methoxymethyl)pyrrolidin-1-yl)but-2-enamide C1(CC1)C1=CC(=NN1)NC(C(C)C=1C=C(C=CC1)C=1C=CC(=NC1)NC(\C=C\CN1[C@@H](CCC1)COC)=O)=O